arginine helium [He].N[C@@H](CCCNC(N)=N)C(=O)O